trans-6-ethyl-octen C(C)C(CCCC=C)CC